2-amino-3-bromo-5-fluoro-benzamide NC1=C(C(=O)N)C=C(C=C1Br)F